C(C)(C)(C)OC(=O)N(C(OC(C)(C)C)=O)C1=NN2C(C=C(C=C2)C=2C=NC=C(C2)C=2C=NN(C2)[C@H](C)C2=CC=C(C=C2)F)=N1 |r| racemic-tert-butyl (tert-butoxycarbonyl)(7-(5-(1-(1-(4-fluorophenyl)ethyl)-1H-pyrazol-4-yl)pyridin-3-yl)-[1,2,4]triazolo[1,5-a]pyridin-2-yl)carbamate